diethyldimethylsuccinic acid C(C)C(C(C(=O)O)(C)CC)(C(=O)O)C